N-[2,4-difluoro-3-([1H-pyrazolo[3,4-b]pyridin-5-yloxy]methyl)phenyl]-5-fluoro-2-methoxypyridine-3-sulfonamide FC1=C(C=CC(=C1COC=1C=C2C(=NC1)NN=C2)F)NS(=O)(=O)C=2C(=NC=C(C2)F)OC